N,N-Bis-(2-Hydroxyethyl)-p-phenylendiamin OCCN(C1=CC=C(C=C1)N)CCO